C(C1=CC=CC=C1)OCCC1(COC2=C3CN(C(C3=CC=C21)=O)C2C(NC(CC2)=O)=O)C 3-(3-(2-(benzyloxy)ethyl)-3-methyl-6-oxo-2,3,6,8-tetrahydro-7H-furo[2,3-e]isoindol-7-yl)piperidine-2,6-dione